3-chloro-5-[6'-(difluoromethyl)-2-methylsulfonyl-spiro[5,8-dihydropyrano[4,3-d]pyrimidine-7,1'-indane]-4-yl]-N,N-dimethyl-4,6,7,8-tetrahydropyrazolo[1,5-a][1,4]diazepine-2-carboxamide ClC=1C(=NN2C1CN(CCC2)C=2C1=C(N=C(N2)S(=O)(=O)C)CC2(CCC3=CC=C(C=C23)C(F)F)OC1)C(=O)N(C)C